tert-Butyl(azetidin-3-ylmethyl)(4-fluorophenethyl)carbamate C(C)(C)(C)OC(N(CCC1=CC=C(C=C1)F)CC1CNC1)=O